ClC=1C=C(C(=C(C(=O)OC)C1)S(N[C@@H](C(C)C1=C(C(=CC=C1F)C)C)C=1OC(NN1)=O)(=O)=O)OC methyl 5-chloro-2-{[(1S)-2-(6-fluoro-2,3-dimethylphenyl)-1-(5-oxo-4H-1,3,4-oxadiazol-2-yl) propyl] sulfamoyl}-3-methoxybenzoate